(4-hydroxycyclohexyl)-5-(4-(3-(oxetan-3-yl)-3-azabicyclo[3.1.0]hex-1-yl)phenyl)nicotinamide OC1CCC(CC1)C1=C(C(=O)N)C=C(C=N1)C1=CC=C(C=C1)C12CN(CC2C1)C1COC1